CC=1N=CC=2C=CC=C(C2C1)C(=O)N 3-methylisoquinoline-5-carboxamide